2-(1,3,5-triphenylpyrazol-4-yl)ethanehydroxamic acid C1(=CC=CC=C1)N1N=C(C(=C1C1=CC=CC=C1)CC(=O)NO)C1=CC=CC=C1